FC1=C(C=C(C(=C1O)F)C(F)(F)F)C1=NN(C2=NC(=NC=C21)N2CCN(CC2)C(=O)C2=CC=CC=C2)C (4-(3-(2,4-Difluoro-3-hydroxy-5-(trifluoromethyl)phenyl)-1-methyl-1H-pyrazolo[3,4-d]pyrimidin-6-yl)piperazin-1-yl)(phenyl)methanone